(tertiary butoxycarbonyl)glycine C(C)(C)(C)OC(=O)NCC(=O)O